4-(4-(3-((1H-pyrazol-1-yl)methyl)piperidin-1-yl)-8-fluoro-2-(((2R,7aS)-2-fluorotetrahydro-1H-pyrrolizin-7a(5H)-yl)methoxy)pyrido[4,3-d]pyrimidin-7-yl)-5-ethyl-6-fluoronaphthalen-2-ol N1(N=CC=C1)CC1CN(CCC1)C=1C2=C(N=C(N1)OC[C@]13CCCN3C[C@@H](C1)F)C(=C(N=C2)C2=CC(=CC1=CC=C(C(=C21)CC)F)O)F